fluoro(methyl)choline FC(OC)C[N+](C)(C)C